C(CCCCCCCCCCCCCCCCCCCCCCCCCCC)OC(CCCCCCC)=O octanoic acid montanyl ester